6-((3-(4-aminopiperidin-1-yl)cyclobutyl)ethynyl)-7-methyl-5-(4-phenoxyphenyl)-7H-pyrrolo[2,3-d]pyrimidin-4-amine NC1CCN(CC1)C1CC(C1)C#CC1=C(C2=C(N=CN=C2N)N1C)C1=CC=C(C=C1)OC1=CC=CC=C1